ClC=1C=C(OC2CC3(CN(C3)C(=O)C3=CC=C(N=N3)N3CCC(CC3)CC3N(CCNC3)C(=O)N)C2)C=CC1C#N (1-(6-(6-(3-chloro-4-cyanophenoxy)-2-azaspiro[3.3]heptan-2-carbonyl)pyridazine-3-yl)piperidine-4-yl)methylpiperazine-1-amide